ClC=1C=C(C=CC1)C(COC)(C)NC1=NC2=C(N1)C=CC=C2CN2C(OC=C2C)=N N-[2-(3-chlorophenyl)-1-methoxypropane-2-yl]-4-[(2-imino-4-methyl-2,3-dihydro-1,3-oxazol-3-yl)methyl]-1H-1,3-benzodiazol-2-amine